(3R)-1-acetyl-N-(((2S,5R)-6-(phenylmethyloxy)-7-oxo-1,6-diazabicyclo[3.2.1]oct-2-yl)(imino)methyl)piperidine-3-carboxamide C(C)(=O)N1C[C@@H](CCC1)C(=O)NC(=N)[C@H]1N2C(N([C@H](CC1)C2)OCC2=CC=CC=C2)=O